C(C=C)(=O)N1CC(N(CC1)C1=CN=C(C=2C[C@H](NCC21)C2=C1C=NNC1=CC=C2C)C2=C(C=CC=C2)C(C)C)C (S)-4-(4-acryloyl-2-methylpiperazin-1-yl)-1-(2-isopropylphenyl)-7-(5-methyl-1H-indazol-4-yl)-5,6,7,8-tetrahydropyrido[3,4-d]pyridine